N-((4-(4-(trifluoromethyl)phenyl)pyrido[3,4-d]pyrimidin-2-yl)methyl)acrylamide FC(C1=CC=C(C=C1)C=1C2=C(N=C(N1)CNC(C=C)=O)C=NC=C2)(F)F